[Si](C)(C)(C(C)(C)C)O[C@H]1C[C@@H]([C@H](CC1)NC(OC(C)(C)C)=O)CO tert-butyl ((1S,2S,4R)-4-((tert-butyldimethylsilyl)oxy)-2-(hydroxymethyl)cyclohexyl)carbamate